(R)-6-chloro-1-((3aR,4R,6aR)-6-methoxy-2,2-dimethyltetrahydrofurano[3,4-d][1,3]dioxol-4-yl)isochroman ClC=1C=C2CCO[C@H](C2=CC1)[C@H]1OC([C@@H]2OC(O[C@@H]21)(C)C)OC